itaconic acid-m-phenylenediamine salt C1(=CC(=CC=C1)N)N.C(C(=C)CC(=O)O)(=O)O